ClC=1C=C(C(=NC1)N1C(C(N(C(C1([2H])[2H])([2H])[2H])C1CC2(CN(C2)C(=O)OCC)CC1)([2H])[2H])([2H])[2H])C1=NC=CN=C1 ethyl 6-[4-(5-chloro-3-pyrazin-2-yl-2-pyridyl)-2,2,3,3,5,5,6,6-octadeuterio-piperazin-1-yl]-2-azaspiro[3.4]octane-2-carboxylate